2-(2-(2-(2-(2-azidoethoxy)ethoxy)ethoxy)ethyl)isoindoline-1,3-dione N(=[N+]=[N-])CCOCCOCCOCCN1C(C2=CC=CC=C2C1=O)=O